3-(3,5-dihydroxyphenethyl)cyclohex-2-en-1-one OC=1C=C(CCC2=CC(CCC2)=O)C=C(C1)O